BrC1=CN=C(C(=N1)NC(C)C=1C=C2C=C(C=NC2=CC1)C1=CC=C(C=C1)F)N 6-bromo-N2-(1-(3-(4-fluorophenyl)quinolin-6-yl)ethyl)pyrazine-2,3-diamine